tert-butyl ((S)-4-((R)-4-benzyl-2-oxooxazolidin-3-yl)-3-methyl-4-oxobutyl)carbamate C(C1=CC=CC=C1)[C@H]1N(C(OC1)=O)C([C@H](CCNC(OC(C)(C)C)=O)C)=O